NC1=C(C=2C(=NC=C(C2S1)F)C=1C2=C(C=3C=NC(=NC3C1F)N1C[C@@H](CC1)N1CCC(CC1)O)COC2)C#N 2-Amino-7-fluoro-4-(5-fluoro-3-((R)-3-(4-hydroxypiperidin-1-yl)pyrrolidin-1-yl)-7,9-dihydrofuro[3,4-f]quinazolin-6-yl)thieno[3,2-c]pyridine-3-carbonitrile